ClC1=CC=C(C=C1)C1=CN=NN1 5-(4-chlorophenyl)-1H-1,2,3-triazole